(S)-2-((((9H-fluoren-9-yl) methoxy) carbonyl) amino)-2-methylhept-6-enoate C1=CC=CC=2C3=CC=CC=C3C(C12)COC(=O)N[C@](C(=O)[O-])(CCCC=C)C